(S)-2-(4-chloro-1-methyl-1H-pyrazole-5-carboxamido)-4-((2-isopropoxyethyl)(4-(5,6,7,8-tetrahydro-1,8-naphthyridin-2-yl)butyl)amino)butanoic acid ClC=1C=NN(C1C(=O)N[C@H](C(=O)O)CCN(CCCCC1=NC=2NCCCC2C=C1)CCOC(C)C)C